C1(CC1)C(C)NC1=NC(=NC(=N1)C1=NC(=CC=C1)C(F)(F)F)NCC(C)(O)C 1-(4-(1-cyclopropylethylamino)-6-(6-(trifluoromethyl)pyridin-2-yl)-1,3,5-triazin-2-ylamino)-2-methylpropan-2-ol